5-nitrosopyrimidin N(=O)C=1C=NC=NC1